2'-chloro-N-(5-(6-(difluoromethyl)-4-methoxypicolinoyl)-5,6-dihydro-4H-pyrrolo[3,4-d]thiazol-2-yl)-5'-methoxy-6-methyl-[4,4'-bipyridine]-3-carboxamide ClC1=NC=C(C(=C1)C1=C(C=NC(=C1)C)C(=O)NC=1SC2=C(N1)CN(C2)C(C2=NC(=CC(=C2)OC)C(F)F)=O)OC